N-ethyl-N-((2-cyclopropylthiazol-5-yl)methyl)-6-methoxy-3-nitropyridin-2-amine C(C)N(C1=NC(=CC=C1[N+](=O)[O-])OC)CC1=CN=C(S1)C1CC1